C1(=CC=CC2=CC=CC=C12)CC12C(N(C3=CC=CC=C13)CC1=CC=CC3=CC=CC=C13)N(CC2)C(CCCCC)=O 1-(3a,8-bis(naphthalen-1-ylmethyl)-3,3a,8,8a-tetrahydropyrrolo[2,3-b]indol-1(2H)-yl)hexan-1-one